CC1=CC=2C3=C(NC2C=C1)CCN(C3)C(=O)C3=NNC(=C3)C(F)(F)F (8-Methyl-1,3,4,5-tetrahydropyrido[4,3-b]indol-2-yl)-[5-(trifluoromethyl)-1H-pyrazol-3-yl]methanone